N1(CCCCC1)C1=C(C=C(C(=O)NC2=C(C(=O)OC)C=CC=N2)C=C1)NC(=O)C1=NN(C2=CC=CC=C12)CC(F)(F)F methyl 2-(4-(piperidin-1-yl)-3-(1-(2,2,2-trifluoroethyl)-1H-indazole-3-carboxamido)benzamido)nicotinate